[B](F)F.C1(=CC(=CC=C1)C(CC=O)=O)C 3-(m-tolyl)propane-1,3-dione boron difluoride